4-(3-bromophenyl)-1-(cyclopropylmethyl)-3,5-dimethyl-1H-pyrazole BrC=1C=C(C=CC1)C=1C(=NN(C1C)CC1CC1)C